(1S,3S)-3-((6-(3-(((butyl(methyl)carbamoyl)oxy)methyl)-5-fluorothiophen-2-yl)-2-methylpyridin-3-yl)oxy)cyclohexane-1-carboxylic acid C(CCC)N(C(=O)OCC1=C(SC(=C1)F)C1=CC=C(C(=N1)C)O[C@@H]1C[C@H](CCC1)C(=O)O)C